FC1=C(C(=O)N2CCC(CC2)C=2C(=CC(=NC2)N)OC)C=C(C(=C1)OCC(C)C)OC 5-{1-[2-Fluoro-5-methoxy-4-(2-methylpropoxy)benzoyl]-piperidin-4-yl}-4-methoxypyridin-2-amine